naphthalene-1,5-diamine C1(=CC=CC=2C(=CC=CC12)N)N